(2S)-1-[2-(1-benzofuran-5-sulfonyl)-2H,4H,5H,6H-pyrrolo[3,4-c]pyrazol-5-yl]-2-(2-fluorophenyl)-3-hydroxypropan-1-one O1C=CC2=C1C=CC(=C2)S(=O)(=O)N2N=C1C(=C2)CN(C1)C([C@H](CO)C1=C(C=CC=C1)F)=O